1-(3-(6-(2-methoxyethoxy)pyridin-3-yl)-6-(3,3,3-trifluoropropyl)pyrazin-2-yl)piperidine-4-carboxylic acid COCCOC1=CC=C(C=N1)C=1C(=NC(=CN1)CCC(F)(F)F)N1CCC(CC1)C(=O)O